OC=1C=C2CC[C@@H](CC2=CC1)C1CCOCC1 (1S,2S)-6-hydroxy-2-(tetrahydro-2H-pyran-4-yl)-1,2,3,4-tetrahydronaphthalen